C(CCCCC)(=O)C1=CC=CC=C1 Hexanophenone